2-fluoro-N-(4-((6-nitro-2-oxo-2H-benzopyran-4-yl)amino)phenyl)benzenesulfonamide FC1=C(C=CC=C1)S(=O)(=O)NC1=CC=C(C=C1)NC1=CC(OC2=C1C=C(C=C2)[N+](=O)[O-])=O